CN(CCCN(C(CCCC(F)(F)F)=O)C(CCCCCCCCC(=O)OCC(CCCCCCCC)CCCCCC)CCCCCCCCC(=O)OCC(CCCCCCCC)CCCCCC)C BIS(2-HEXYLDECYL) 10-(N-(3-(DIMETHYLAMINO)PROPYL)-5,5,5-TRIFLUOROPENTANAMIDO)NONADECANEDIOATE